ClC1=CC=C(C=C1)C=1N=NN(C1)[C@@H]1[C@H]([C@@H](O[C@H]2[C@@H]1OC(OC2)(C)C)C(=O)O)OC (4aR,6R,7R,8R,8aR)-8-(4-(4-chlorophenyl)-1H-1,2,3-triazol-1-yl)-7-methoxy-2,2-dimethylhexahydropyrano[3,2-d][1,3]dioxine-6-carboxylic acid